8-chloro-5-((2-(3-(5-methyl-6-oxo-1,6-dihydropyridazin-4-yl)propyl)-2-azaspiro[3.3]heptan-6-yl)methyl)phthalazin-1(2H)-one ClC=1C=CC(=C2C=NNC(C12)=O)CC1CC2(CN(C2)CCCC=2C=NNC(C2C)=O)C1